C(C1=CC=CC=C1)OC1=CC=C2C(=CNC2=C1)S(=O)(=O)NC1=C(C=C(C=C1)C#N)F 6-(benzyloxy)-N-(4-cyano-2-fluorophenyl)-1H-indole-3-sulfonamide